N-[(1s,1'S,13S,16s)-spiro[7,15,21-trioxa-11-azatetracyclo[14.2.2.12,6.19,12]docosa-2,4,6(22),9,11-pentaene-13,3'-cyclopentane]-1'-yl]methanesulfonamide [C@H]1(C[C@]2(CC1)C1=NC=C(COC=3C=CC=C(C4CCC(OC2)CC4)C3)O1)NS(=O)(=O)C